tetraglycerol distearate C(CCCCCCCCCCCCCCCCC)(=O)O.C(CCCCCCCCCCCCCCCCC)(=O)O.OCC(O)CO.OCC(O)CO.OCC(O)CO.OCC(O)CO